C(C)(C)(C)OC(=O)N[C@H](C(=O)OC(C)(C)C)CCS(=O)(=N)CCC(C(F)(F)F)C1=CC=C(C=C1)C#CC1=CC=CC=C1 tert-butyl (2s)-2-((tert-butoxycarbonyl)amino)-4-(4,4,4-trifluoro-3-(4-(phenylethynyl)phenyl)butylsulfonimidoyl)butanoate